C(C)(C)(C)OC(=O)N1C[C@H](CC1)C1=NC2=C(C=C(C=C2C(N1C)=O)C)[C@@H](C)NC=1C(=NC(=CC1)Cl)C(=O)O 3-(((R)-1-(2-((S)-1-(tert-butoxycarbonyl)pyrrolidin-3-yl)-3,6-dimethyl-4-oxo-3,4-dihydroquinazolin-8-yl)ethyl)amino)-6-chloropicolinic acid